N-(4-(1,5-dimethyl-1H-imidazol-2-yl)-2-methoxyphenyl)-6-methyl-8-(2-oxa-7-azaspiro[4.4]nonan-7-yl)pyrido[3,4-d]pyrimidin-2-amine CN1C(=NC=C1C)C1=CC(=C(C=C1)NC=1N=CC2=C(N1)C(=NC(=C2)C)N2CC1(CCOC1)CC2)OC